ClC1=CC(=NC(=C1OC)Cl)C(=O)O 4,6-dichloro-5-methoxypyridine-2-carboxylic acid